2-Methyl-4-((5-(4-(2-((1-(methyl-sulfonyl)piperidin-4-yl)amino)-5-(trifluoromethyl)pyrimidin-4-yl)-1H-imidazol-1-yl)-6-(trifluoromethyl)pyridin-2-yl)oxy)butan-2-ol CC(C)(CCOC1=NC(=C(C=C1)N1C=NC(=C1)C1=NC(=NC=C1C(F)(F)F)NC1CCN(CC1)S(=O)(=O)C)C(F)(F)F)O